NC1N=C(N=CC1(O)N)O 4,5-diamino-2-hydroxy-5-hydroxypyrimidine